5-{3-[5-(Piperazin-1-yl)pyridin-3-yl]-4-(trifluoromethyl)phenyl}-1,3,4-oxadiazol-2(3H)-one N1(CCNCC1)C=1C=C(C=NC1)C=1C=C(C=CC1C(F)(F)F)C1=NNC(O1)=O